N1=CC=CC2=CC(=CC=C12)C(C)N1C=NC=2C1=NC(=CN2)C=2C=C(OC2)C=O 4-(1-(1-(quinolin-6-yl)ethyl)-1H-imidazo[4,5-b]pyrazin-6-yl)furan-2-carbaldehyde